Diiodohydantoin C1(=O)C(NC(=O)N1)(I)I